1-(4-bromophenyl)-6-chloro-1-oxo-isothiazolo[4,5-b]pyridin-3-one BrC1=CC=C(C=C1)S1(NC(C2=NC=C(C=C21)Cl)=O)=O